nonadecyl benzoate C(C1=CC=CC=C1)(=O)OCCCCCCCCCCCCCCCCCCC